3-cyclopropyl-9-[3-(ethylamino)-1,2,4-triazol-4-yl]-N-(2-methylpropyl)-8,9-dihydro-7H-cyclopenta[H]isoquinoline-5-sulfonamide C1(CC1)C=1N=CC=2C3=C(C=C(C2C1)S(=O)(=O)NCC(C)C)CCC3N3C(=NN=C3)NCC